1-[6-chloro-3-(oxetan-3-yloxy)-2-pyridyl]-5-methyl-pyrazole-3-carbonitrile ClC1=CC=C(C(=N1)N1N=C(C=C1C)C#N)OC1COC1